methylazetidine-3-carboxylic acid hydrochloride Cl.CN1CC(C1)C(=O)O